N-((2,6-dihydroxy-5'-methyl-4-pentyl-2'-(prop-1-en-2-yl)-1',2',3',4'-tetrahydro-[1,1'-biphenyl]-3-yl)sulfonyl)-3-(4-methylpiperazin-1-yl)propanamide OC1=C(C(=CC(=C1S(=O)(=O)NC(CCN1CCN(CC1)C)=O)CCCCC)O)C1C(CCC(=C1)C)C(=C)C